OCC1(CC1)NC(=O)C=1C=NC(=C(C1)C1=NN(C=C1)C)OC1=CC=C(C=C1)C(F)(F)F N-[1-(Hydroxymethyl)cyclopropyl]-5-(1-methyl-1H-pyrazol-3-yl)-6-[4-(trifluoromethyl)phenoxy]pyridine-3-carboxamide